CC1(OC=2C=C(C=C(C2[C@H]2[C@H]1CCC(=C2)C)O)CCCCC)C (6aR,10aR)-6,6,9-Trimethyl-3-pentyl-6a,7,8,10a-tetrahydro-6H-benzo[c]chromen-1-ol